tert-butyl N-(4-bromo-2-nitro-phenyl)-N-t-butoxycarbonyl-carbamate BrC1=CC(=C(C=C1)N(C(OC(C)(C)C)=O)C(=O)OC(C)(C)C)[N+](=O)[O-]